cis-tert-butyl N-[2-(3-azidotetrahydropyran-4-yl)-3-bromo-5-chloro-thieno[3,2-b]pyridin-7-yl]-N-(2-thienylmethyl)carbamate N(=[N+]=[N-])[C@@H]1COCC[C@@H]1C1=C(C2=NC(=CC(=C2S1)N(C(OC(C)(C)C)=O)CC=1SC=CC1)Cl)Br